N1N=CC(=C1)NC1=NC=C(C(=N1)N1C[C@@]2([C@](C1)(CN(C2)C(CC#N)=O)C)C)Cl 3-((3aR,6aS)-5-(2-((1H-pyrazol-4-yl)amino)-5-chloropyrimidin-4-yl)-3a,6a-dimethylhexahydropyrrolo[3,4-c]pyrrol-2(1H)-yl)-3-oxopropanenitrile